CC1=C(C=CC=C1)CN1CC2N(C(C1)C2)C(=O)OC(C)(C)C Tert-Butyl 3-[(2-methylphenyl)methyl]-3,6-diazabicyclo[3.1.1]heptane-6-carboxylate